3-cyclobutyl-N-(morpholin-4-sulfonyl)-4-[4-(morpholin-4-yl)piperidin-1-yl]-1-phenyl-1H-pyrazolo[3,4-b]pyridine-6-carboxamide C1(CCC1)C1=NN(C2=NC(=CC(=C21)N2CCC(CC2)N2CCOCC2)C(=O)NS(=O)(=O)N2CCOCC2)C2=CC=CC=C2